2-(1,1-difluoroethyl)-7-isopropoxy-N-(6-methoxypyridin-2-yl)imidazo[1,2-a]pyridine-6-carboxamide FC(C)(F)C=1N=C2N(C=C(C(=C2)OC(C)C)C(=O)NC2=NC(=CC=C2)OC)C1